C(C(=C)C)(=O)OCCCCCC(=O)Cl 6-methacryloyloxyhexanoic acid chloride